C(C)P1(OCCO1)=O 2-Ethyl-2-oxo-1,3,2-dioxaphospholane